leucine ethyl ester isocyanate (ethyl-2-isocyanato-4-methyl-pentanoate) C(C)C(C(=O)[O-])(CC(C)C)N=C=O.[N-]=C=O.C(C)OC([C@@H](N)CC(C)C)=O